N-[(cyano(pyridine-2-yl)methyleneaminooxy)-(dimethylamino)methylene]-N-morpholinomethanaminium hexafluorophosphate F[P-](F)(F)(F)(F)F.C(#N)C(C1=NC=CC=C1)=NOC(=[N+](C)N1CCOCC1)N(C)C